2-(4-methylanilino)-2-oxo-acetic acid CC1=CC=C(NC(C(=O)O)=O)C=C1